COCCOC1=CC=C(C=C1)C=1SC=C(N1)C(C(=O)O)(C)C 2-(2-(4-(2-methoxyethoxy)phenyl)thiazol-4-yl)-2-methylpropionic acid